ClC=1C=C2N(C=C(N=C2)C(=O)N[C@H]2CC[C@@H](N(C2)C(=O)OC(C)(C)C)C=2OC(=NN2)OCCOC(F)(F)F)C1 tert-butyl (2R,5S)-5-{7-chloropyrrolo[1,2-a]pyrazine-3-amido}-2-{5-[2-(trifluoromethoxy)ethoxy]-1,3,4-oxadiazol-2-yl}piperidine-1-carboxylate